C[C@@H]([C@H](CC(=O)C(=O)O)O)O The molecule is a ketoaldonic acid and a hexonic acid. It derives from a L-fuconic acid. It is a conjugate acid of a 2-dehydro-3-deoxy-L-fuconate.